5-(Methylamino)-6-(3-methylimidazo[4,5-c]pyridin-7-yl)-3-[[1-(1-methyl-4-piperidyl)pyrazol-4-yl]amino]pyrazin-2-carboxamid CNC=1N=C(C(=NC1C=1C2=C(C=NC1)N(C=N2)C)C(=O)N)NC=2C=NN(C2)C2CCN(CC2)C